2,7,12-tris(trifluoromethoxy)-5H-diindeno[1,2-a:1',2'-c]fluorene-5,10,15-trione FC(OC=1C=C2C(C=3C(=C4C(=C5C(C=6C=C(C=CC6C35)OC(F)(F)F)=O)C3=CC=C(C=C3C4=O)OC(F)(F)F)C2=CC1)=O)(F)F